C(CCC)[Si]1(O[Si](O[Si](O[Si](O[Si](O1)(C=C)CCCC)(C=C)CCCC)(C=C)CCCC)(C=C)CCCC)C=C pentabutyl-pentavinylcyclopentasiloxane